N1C=NC=2N=CC=3C=CN=CC3C21 imidazo[4,5-c][2,6]naphthyridine